(3-(1-(methyl-d3)-1H-pyrazol-4-yl)phenyl)methan-d2-ol C(N1N=CC(=C1)C=1C=C(C=CC1)C(O)([2H])[2H])([2H])([2H])[2H]